FC1=C(C(=C(C(=C1F)F)F)F)[B-](C1=C(C(=C(C(=C1F)F)F)F)F)(C1=C(C(=C(C(=C1F)F)F)F)F)C1=C(C(=C(C(=C1F)F)F)F)F.C[NH+](C1=CC=C(C=C1)CCCCCCCCCCCCCCCC)CCCCCCCCCCCCCCCCCC N-methyl-4-hexadecyl-N-octadecylanilinium [tetrakis(perfluorophenyl)borate]